(3S)-3-(hydroxymethyl)-N-[(1S)-1-phenylethyl]hexanamide OC[C@H](CC(=O)N[C@@H](C)C1=CC=CC=C1)CCC